(4-(9-cyclopropyl-3H-benzo[e]indazol-7-yl)phenyl)(4-methylpiperazin-1-yl)methanone C1(CC1)C1=CC(=CC2=C1C=1C=NNC1C=C2)C2=CC=C(C=C2)C(=O)N2CCN(CC2)C